2-acryloxy-n-butylthio-5-n-propylthio-1,3,4-thiadiazole C(C=C)(=O)OC(CSC=1SC(=NN1)SCCC)CC